3-(6-bromoindol-1-yl)-N-methyl-propanamide BrC1=CC=C2C=CN(C2=C1)CCC(=O)NC